C(C1=NN=NN1)C1=NN=NN1 5,5'-methylenebis(1,2,3,4-tetrazole)